OC1=C2C(CC(OC2=CC(=C1)O)C1=CC(=C(C=C1)O)OC)=O 5,7,4'-trihydroxy-3'-methoxyflavanone